ClC=1C=C(C=CC1)[C@H](CO)NCCCCOCCNC1=NC2=C(C3=CN=CC=C13)C=CC(=C2)C(=O)N (R)-5-((2-(4-((1-(3-Chlorophenyl)-2-hydroxyethyl)amino)butoxy)ethyl)amino)benzo[c][2,6]naphthyridine-8-carboxamide